methyl (S,E)-(1-((1-((4-((2,4-difluorobenzyl)oxy)-6-fluoro-1H-benzo[d]imidazol-2-yl)methyl)-2-oxo-1,2-dihydropyridin-3-yl)amino)-7-(methylamino)-1,7-dioxohept-5-en-2-yl)carbamate FC1=C(COC2=CC(=CC=3NC(=NC32)CN3C(C(=CC=C3)NC([C@H](CC\C=C\C(=O)NC)NC(OC)=O)=O)=O)F)C=CC(=C1)F